tert-butyl (2R,4R)-4-((6-((1-(tert-butyl)-5-methyl-1H-pyrazol-3-yl)amino)-4-ethyl-3-fluoropyridin-2-yl)methyl)-2-methylpiperidine-4-carboxylate C(C)(C)(C)N1N=C(C=C1C)NC1=CC(=C(C(=N1)C[C@@]1(C[C@H](NCC1)C)C(=O)OC(C)(C)C)F)CC